C(C1=CC=CC=C1)N1CC2N([C@@H](C1)C)CCC(C2)=O (4R)-2-benzyl-4-methyl-octahydro-8H-pyrido[1,2-a]pyrazin-8-one